3-fluoro-2-hydroxy-5-(4-(4-(pyrrolidin-1-yl)phenyl)thiophen-2-yl)benzaldehyde FC=1C(=C(C=O)C=C(C1)C=1SC=C(C1)C1=CC=C(C=C1)N1CCCC1)O